Ethyl 7-bromo-1-(cyclopropylmethyl)-1H-indole-2-carboxylate Potassium carbonate C([O-])([O-])=O.[K+].BrC=1C=CC=C2C=C(N(C12)CC1CC1)C(=O)OCC.[K+]